(R)-(1-(3-(3-(2-cyano-3-(methylamino)-3-oxoprop-1-en-1-yl)phenoxy)propanamido)-2-phenylethyl)boronic acid C(#N)C(=CC=1C=C(OCCC(=O)N[C@@H](CC2=CC=CC=C2)B(O)O)C=CC1)C(=O)NC